pentyl-6-((2-(4-(2-((2-(ditetradecylamino)ethyl)(tetradecyl)amino)ethyl)piperazin-1-yl)ethyl)(dodecyl)amino)hexanoate C(CCCC)OC(CCCCCN(CCCCCCCCCCCC)CCN1CCN(CC1)CCN(CCCCCCCCCCCCCC)CCN(CCCCCCCCCCCCCC)CCCCCCCCCCCCCC)=O